perfluorooxypropane FOCCC